(S)-tert-butyl 2-(2-tert-butylformyl-6-(3-methyl-1H-pyrrolo[2,3-b]pyridin-5-yl)-1,2,3,4-tetrahydroisoquinolin-8-yl)pyrrolidine-1-carboxylate C(C)(C)(C)C(=O)N1CC2=C(C=C(C=C2CC1)C=1C=C2C(=NC1)NC=C2C)[C@H]2N(CCC2)C(=O)OC(C)(C)C